CN1C(N(C=2N=C(N(C2C1=O)C)SCC1=NC=CC=C1)C)=O 1,3,7-trimethyl-8-(pyridin-2-ylmethylsulfanyl)-1H-purine-2,6(3H,7H)-dione